C1=CC=CC=2C=CC=3N(C=4C=CC5=C(C4C3C21)C=CC=C5)CCCCP(O)(O)=O 4-(7H-dibenzo[c,g]carbazol-7-yl)butyl-phosphonic acid